OCCCOC1=CC=C(C=CC(=O)O)C=C1 4-(3-hydroxypropyloxy)cinnamic acid